CC1=C(C=C(C(=C1)B1OC(C(O1)(C)C)(C)C)C)N1CCOC2=C(C1=O)N(N=C2)C 7-(2,5-dimethyl-4-(4,4,5,5-tetramethyl-1,3,2-dioxaborolan-2-yl)phenyl)-1-methyl-6,7-dihydro-1H-pyrazolo[3,4-f][1,4]oxazepin-8(5H)-one